BrC=1C=CC2=C(C=NOB2O)C1F 6-bromo-5-fluoro-1-hydroxy-2,3,1-benzoxazaborinine